4-methyl-N-((2-(tetrahydro-2H-pyran-4-yl)-1H-indol-5-yl)methyl)pyrimidine-5-carboxamide CC1=NC=NC=C1C(=O)NCC=1C=C2C=C(NC2=CC1)C1CCOCC1